(6Ar,10aR)-3-(3-ethylhexyl)-1-methoxy-6,6-dimethyl-9-methylidene-7,8,10,10a-tetrahydro-6aH-benzo[c]chromene C(C)C(CCC1=CC(=C2[C@H]3[C@H](C(OC2=C1)(C)C)CCC(C3)=C)OC)CCC